3-[4-[1-[10-[5-[rac-(2R)-2-(2,5-difluorophenyl)pyrrolidin-1-yl]pyrazolo[1,5-a]pyrimidin-3-yl]dec-9-ynyl]-4-piperidyl]anilino]piperidine-2,6-dione formate C(=O)O.FC1=C(C=C(C=C1)F)[C@@H]1N(CCC1)C1=NC=2N(C=C1)N=CC2C#CCCCCCCCCN2CCC(CC2)C2=CC=C(NC1C(NC(CC1)=O)=O)C=C2 |r|